iodo(1,5-cyclooctadiene) iridium (I) [Ir+].IC1=CCCC=CCC1